FCC(CF)N1CC(C1)NC1=C(C=C(C=C1)S(=O)(=O)NC(C1=C(C=CC=C1)OC=1C=C2C(=NC1)NC=C2)=O)[N+](=O)[O-] N-{[4-({1-[2-fluoro-1-(fluoromethyl)ethyl]azetidin-3-yl}amino)-3-nitrophenyl]sulfonyl}-2-(1H-pyrrolo[2,3-b]pyridin-5-yloxy)benzamide